COC1=CC=C(C=C1)[C@@H](C(=O)NC1=CC=C(C=C1)OC)NC(=O)[C@H]1N(CCC1)C(CCC1CCOCC1)=O (S)-N-((S)-1-(4-methoxyphenyl)-2-((4-methoxyphenyl)amino)-2-oxoethyl)-1-(3-(tetrahydro-2H-pyran-4-yl)propanoyl)pyrrolidine-2-carboxamide